N-{2-chloro-4-[(6,7-dimethoxy-4-quinolyl)oxy]-phenyl}-N'-(5-methyl-3-isoxazolyl)urea ClC1=C(C=CC(=C1)OC1=CC=NC2=CC(=C(C=C12)OC)OC)NC(=O)NC1=NOC(=C1)C